2,2',2',6,6',6''-Hexa-(1,1-dimethylethyl)4,4',4''-[(2,4,6-trimethyl-1,3,5-benzenetriyl)-trismethylene]-triphenol CC(C)(C)C1=C(C(=CC(=C1)CC=1C(=C(C(=C(C1C)CC1=CC=C(C(=C1)C(C)(C)C)O)C)CC1=CC(C(C(=C1)C(C)(C)C)O)(C(C)(C)C)C(C)(C)C)C)C(C)(C)C)O